4-((5-bromo-3-fluoropyridin-2-yl)oxy)-3-fluorobenzonitrile BrC=1C=C(C(=NC1)OC1=C(C=C(C#N)C=C1)F)F